(mesityl-(pyridin-2-ylmethyl)amino)trityl-hafnium C1(=C(C(=CC(=C1)C)C)N(CC1=NC=CC=C1)[Hf]C(C1=CC=CC=C1)(C1=CC=CC=C1)C1=CC=CC=C1)C